stearyl (3,5-di-tert-butyl-4-hydroxy phenyl)propionate C(C)(C)(C)C=1C=C(C=C(C1O)C(C)(C)C)C(C(=O)OCCCCCCCCCCCCCCCCCC)C